OCCCCCC/C=C/CCCCCCCC(=O)OC(CO)CO 1,3-dihydroxypropan-2-yl (E)-16-hydroxyhexadec-9-enoate